CC1=CN=NN=C1 monomethyltriazine